The molecule is a branched amino pentasaccharide consisting of a tetrasaccharide chain of alpha-D-glucose, alpha-L-rhamnose, N-acetyl-beta-D-glucosamine and alpha-L-rhamnose residues linked sequentially (1->4), (1->3) and (1->2), to the non-reducing rhamnose residue of which is also linked (1->3) a further alpha-L-rhamnose residue. Derived from the Shigella liposaccharide O-antigen, it shows antigenic properties. It has a role as an antigen. C[C@H]1[C@@H]([C@H]([C@H]([C@@H](O1)O)O[C@H]2[C@@H]([C@H]([C@@H]([C@H](O2)CO)O)O[C@H]3[C@@H]([C@@H]([C@H]([C@@H](O3)C)O[C@@H]4[C@@H]([C@H]([C@@H]([C@H](O4)CO)O)O)O)O[C@H]5[C@@H]([C@@H]([C@H]([C@@H](O5)C)O)O)O)O)NC(=O)C)O)O